(((6-mesityl-1,3,5-triazine-2,4-diyl)bis(3-hydroxy-4,1-phenylene))bis(oxy))bis(hexane-2,1-diyl) bis(2-methylacrylate) CC(C(=O)OCC(CCCC)OC1=CC(=C(C=C1)C1=NC(=NC(=N1)C1=C(C=C(C=C1)OC(COC(C(=C)C)=O)CCCC)O)C1=C(C=C(C=C1C)C)C)O)=C